(E)-2-methoxy-4-(3-((3-methylbut-2-en-1-yl)oxy)-5-propoxystyryl)phenol COC1=C(C=CC(=C1)\C=C\C1=CC(=CC(=C1)OCCC)OCC=C(C)C)O